C1(CC1)C(C)(C)NC1=NC(=NC=C1C(=O)N)SC 4-((2-cyclopropylpropane-2-yl)amino)-2-(methylthio)pyrimidine-5-carboxamide